6-fluoro-1-methylsulfonyl-4-(4,4,5,5-tetramethyl-1,3,2-dioxaborolan-2-yl)indole FC1=CC(=C2C=CN(C2=C1)S(=O)(=O)C)B1OC(C(O1)(C)C)(C)C